Oleic acid, 3-(octadecyloxy)propyl ester C(CCCCCCC\C=C/CCCCCCCC)(=O)OCCCOCCCCCCCCCCCCCCCCCC